spiro[indoline-2,3'-(3H)-naphtho(2,1-b)-1,4-oxazine] N=1C2=C(OC3(C1)NC1=CC=CC=C1C3)C=CC3=CC=CC=C32